6-[3-[1-(4-fluorophenyl)pyrazol-4-yl]-7,8-dihydro-5H-1,6-naphthyridin-6-yl]-5-methyl-pyridine-3-carbonitrile FC1=CC=C(C=C1)N1N=CC(=C1)C=1C=NC=2CCN(CC2C1)C1=C(C=C(C=N1)C#N)C